methyl (R)-5-((1-(2-chlorophenyl)-2-oxocyclohexyl)amino)pentanoate ClC1=C(C=CC=C1)[C@]1(C(CCCC1)=O)NCCCCC(=O)OC